pentamethylcyclopentadienylrhodium chloride CC1=C(C(=C(C1([Rh](Cl)Cl)C)C)C)C